C(C)(C)(C)C1=NN=C(O1)C(=O)NC1CN(CCC2=C1C=CC(=C2)C2=NC(=NC=C2)NC=2C=NN(C2)C)CC(C)(C)O 5-(tert-butyl)-N-(3-(2-hydroxy-2-methylpropyl)-7-(2-((1-methyl-1H-pyrazol-4-yl)amino)pyrimidin-4-yl)-2,3,4,5-tetrahydro-1H-benzo[d]azepin-1-yl)-1,3,4-oxadiazole-2-carboxamide